1-(bromomethyl)-2-chloro-3-(trifluoromethyl)benzene BrCC1=C(C(=CC=C1)C(F)(F)F)Cl